N-(3,4-difluorophenyl)methyl-5-{5-carbamoyl-2-[2-(p-fluorophenyl)ethyl]-6-isobutyl-3-(4-methyl-1,3-oxazol-5-yl)-4-pyridyl}-2-thenamide FC=1C=C(C=CC1F)CNC(C1=CC=C(S1)C1=C(C(=NC(=C1C(N)=O)CC(C)C)CCC1=CC=C(C=C1)F)C1=C(N=CO1)C)=O